4-fluorophenylcyclopropane-1,1-dicarboxamide FC1=CC=C(C=C1)C1C(C1)(C(=O)N)C(=O)N